diethoxymethyl-silane C(C)OC(OCC)[SiH3]